cyanomethyl [(3-{2-chloro-5-[4-(1,1-difluoroethyl)-3-methyl-2,6-dioxo-3,6-dihydropyrimidin-1(2H)-yl]-4-fluorophenoxy}pyridin-2-yl)oxy]acetate ClC1=C(OC=2C(=NC=CC2)OCC(=O)OCC#N)C=C(C(=C1)F)N1C(N(C(=CC1=O)C(C)(F)F)C)=O